OCCN1CN(CN(C1)CCO)CCO 1,3,5-tris(2-hydroxyethyl)-hexahydros-triazine